OC[C@H](C1=CC=CC=C1)NC1=NC(=NC=C1C=1OC(=CN1)C)NC1=CC=C2CC(N(CC2=C1)C)=O 7-[[4-[[(1S)-2-hydroxy-1-phenyl-ethyl]amino]-5-(5-methyloxazol-2-yl)pyrimidin-2-yl]amino]-2-methyl-1,4-dihydroisoquinolin-3-one